ClC=1C=C(C=C(C1)Cl)NC(CCCCCCC)=O N-(3,5-dichlorophenyl)-octanamide